Z-benzo[d][1,3]oxazin-4-one N1=COC(C2=C1C=CC=C2)=O